C1[C@@H]([C@H](O[C@H]1N2C=NC3=C(N=CN=C32)N)CO)O The molecule is a purine 2'-deoxyribonucleoside having adenine as the nucleobase. It has a role as a human metabolite, a Saccharomyces cerevisiae metabolite, an Escherichia coli metabolite and a mouse metabolite. It is a purines 2'-deoxy-D-ribonucleoside and a purine 2'-deoxyribonucleoside.